Methyl 3,4-dimethoxy-2-methylbenzoate COC=1C(=C(C(=O)OC)C=CC1OC)C